C1=NC=C(C2=CC=CC=C12)N1C(N(CC1C#N)C=1N=NC(=CC1)C(F)(F)F)=O 3-(isoquinolin-4-yl)-2-oxo-1-(6-(trifluoromethyl)pyridazin-3-yl)imidazoline-4-carbonitrile